C(CCC)C=1N(C2=C(C=NC=3C=CC=CC23)N1)CC=1C=C(C(=C(CN2C(C3=CC=CC=C3C2=O)=O)C1)O)C 2-(5-((2-Butyl-1H-imidazo[4,5-c]quinolin-1-yl)methyl)-2-hydroxy-3-methylbenzyl)isoindoline-1,3-dione